Cl.FC1=C(C=CC=C1)C1=CC(=CN1S(=O)(=O)C=1C=C(C=CC1)C1=CC(=CC=C1)OC)CNC 1-(5-(2-fluorophenyl)-1-((3'-methoxy-[1,1'-biphenyl]-3-yl)sulfonyl)-1H-pyrrol-3-yl)-N-methyl-methylamine hydrochloride